3-(3-(4-Chloro-3-(2,4-dioxotetrahydropyrimidin-1(2H)-yl)benzoyl)-3-azaspiro[5.5]undecan-9-yl)propanal ClC1=C(C=C(C(=O)N2CCC3(CC2)CCC(CC3)CCC=O)C=C1)N1C(NC(CC1)=O)=O